C1(=CC=CC=C1)O[C@H]([C@](C(=O)O)(OC1=CC=CC=C1)C=O)C(=O)O (2R,3R)-(-)-diphenyl-formyl-L-tartaric acid